C1(=CC=CC=C1)C1=NC(=NC(=N1)C1=CC=CC=C1)C=1C=C(C=CC1)C1=CC=C(C=C1)N1C2=CC=CC=C2C=2C=C(C=CC12)B(O)O (9-(3'-(4,6-diphenyl-1,3,5-triazin-2-yl)-[1,1'-biphenyl]-4-yl)-9H-carbazol-3-yl)boronic acid